2-(2,4,6-tribromophenoxy)-1,3,2-dithiaphospholane 2-sulfide BrC1=C(OP2(SCCS2)=S)C(=CC(=C1)Br)Br